N1N=CC2=C(C=CC=C12)C=1N=C(C2=C(N1)C=C(S2)/C=C/C(=O)N2CCC(CC2)OC)N2CCOCC2 (E)-3-(2-(4-indazolyl)-4-morpholino-6-thieno[3,2-d]pyrimidinyl)-1-(4-methoxy-1-piperidinyl)-2-propen-1-one